ClC1=C(C=CC(=C1)OC1=CC=C(C=C1)Cl)C1(OCC(O1)C)CN1N=CNC1 1-((2-(2-chloro-4-(4-chlorophenoxy)phenyl)-4-methyl-1,3-dioxolan-2-yl)methyl)-4H-1,2,4-triazole